C(#N)CCC(C)O[Si](OCC)(OCC)CCC 2-cyanoethylpropyltriethoxysilane